5-(1,1-dimethyl-2,3-dihydro-1H-inden-5-yl)-4-methylpent-4-enal CC1(CCC2=CC(=CC=C12)C=C(CCC=O)C)C